ClC1=CSC2=C1NC(=C2)C(=O)N2[C@H]1CC([C@@H]([C@H]2C(=O)N[C@@H](C[C@@H]2C(NCCC2)=O)C#N)CC1)(F)F (1R,3S,4R)-2-(3-chloro-4H-thieno[3,2-b]pyrrole-5-carbonyl)-N-[(1S)-1-cyano-2-[(3R)-2-oxo-3-piperidyl]ethyl]-5,5-difluoro-2-azabicyclo[2.2.2]octane-3-carboxamide